2-((3-(2-chloro-3-phenylanilino)-1-methylpyrazolo[4,5-b]pyridin-6-ylmethylene)amino)-3-hydroxybutyric acid ClC1=C(NC2=NN(C=3C2=NC=C(C3)C=NC(C(=O)O)C(C)O)C)C=CC=C1C1=CC=CC=C1